C(C)(C)N1C=C(C2=C1N=CN=C2N)C2=CC=1C(=NC=CC1)N2 7-Isopropyl-5-(1H-pyrrolo[2,3-b]pyridin-2-yl)pyrrolo[2,3-d]pyrimidin-4-amine